zinc-zirconium dioxide [O-2].[O-2].[Zr+4].[Zn+2]